ClC1=C(C=C(C=C1)Cl)C=1C(C=CC(C1)=O)=O 2',5'-dichloro-[1,1'-biphenyl]-2,5-dione